C(C=C)(=O)OCCCO 1,3-propanediol monoacrylate